P(=O)(OC1=CC=C(C=C1)[N+](=O)[O-])(OC1=CC=C(C=C1)[N+](=O)[O-])OC1=CC=C(C=C1)[N+](=O)[O-] tri(4-nitrophenyl) phosphate